C1=CC=CC=2C3=CC=CC=C3C(C12)COC(=O)N[C@H](C(=O)O)CC(OCC=C)=O (2S)-2-(9H-fluoren-9-ylmethoxycarbonyl-amino)-4-oxo-4-prop-2-enyloxybutyric acid